C(N)(OC1(CC1)C=1C(=NC=C(C1)F)OC)=O (1-(5-fluoro-2-methoxypyridin-3-yl) cyclopropyl) carbamate